O1C2C(CC1=O)CC1=CC=CC=C12 3,3a,4,8b-tetrahydro-2H-indeno[1,2-b]Furan-2-one